Br.CN(CCBr)C 2-(dimethylamino)bromoethane hydrobromide